O=C1NCC=2CN(CCC21)C(=O)[O-] 1-Oxo-1,2,3,4,6,7-hexahydro-5H-pyrrolo[3,4-c]pyridine-5-carboxylate